3-chloro-N,N-diethyl-8-methyl-7a,8,9,10-tetrahydro-7H-indolo[7,1-fg][1,7]naphthyridine-10-carboxamide ClC1=C2C=CN3C2=C(C2=CC(CN(C2C3)C)C(=O)N(CC)CC)C=C1